4-(1-methyl-1H-indazole-6-carbonyl)-piperidine CN1N=CC2=CC=C(C=C12)C(=O)C1CCNCC1